6-sulfohexane S(=O)(=O)(O)CCCCCC